2,4,6-tricyclohexylbromobenzene C1(CCCCC1)C1=C(C(=CC(=C1)C1CCCCC1)C1CCCCC1)Br